N-{2-methoxy-6-[4-(propan-2-yl)piperazin-1-yl]phenyl}-4-methyl-4-(5-methyl-1,2,4-oxadiazole-3-yl)piperidine-1-carboxamide COC1=C(C(=CC=C1)N1CCN(CC1)C(C)C)NC(=O)N1CCC(CC1)(C1=NOC(=N1)C)C